ClC1=CC(=C(C=C1)C1=NC(=CC=2N=C(N(C(C21)=O)C)C)N2C[C@H](CCC2)C2=CC=NC=C2)F 5-(4-chloro-2-fluorophenyl)-2,3-dimethyl-7-((3R)-3-(4-pyridinyl)-1-piperidinyl)pyrido[4,3-d]pyrimidin-4(3H)-one